C1(CC1)S(=O)(=O)NC1=CC(=NC=C1)[C@](C(=O)NC1=NC=C(C=C1)C1=NC(=CN=C1)OCC)(CC)F (S)-2-(4-(cyclopropanesulfonylamino)pyridin-2-yl)-N-(5-(6-ethoxypyrazin-2-yl)pyridin-2-yl)-2-fluorobutyramide